CN1CCC(CC1)C1=CC=C(C=C1)C=1C=C2C(NC=NC2=CC1)=O 6-(4-(1-methylpiperidin-4-yl)phenyl)-4-oxoquinazolin